tert-butyl (7-bromo-2-chlorothieno[3,2-d]pyrimidin-4-yl)(furan-2-ylmethyl)carbamate BrC1=CSC2=C1N=C(N=C2N(C(OC(C)(C)C)=O)CC=2OC=CC2)Cl